C(C1=CC=CC=C1)(=O)C(CC=1C=C(C=CC1)C(C(=O)OC(C)(C)C)(CCCC(CS(=O)(=O)CCO[Si](C)(C)C(C)(C)C)(C)C)C)C(=O)OCC Tert-Butyl 2-(3-(2-benzoyl-3-ethoxy-3-oxopropyl)phenyl)-7-((2-((tert-butyldimethylsilyl)oxy)ethyl)sulfonyl)-2,6,6-trimethylheptanoate